COC1=CC2=C(C3=C(C(N(C3=O)CCC(=O)OCCCCCCCC\C=C/C\C=C/CCCCC)=O)S2)C=C1OC (9Z,12Z)-octadeca-9,12-dien-1-yl 3-(6,7-dimethoxy-1,3-dioxo-1,3-dihydro-2H-benzo[4,5]thieno[2,3-c]pyrrol-2-yl)propanoate